C(C)(C)N[Si](CCC)(CCC)NC(C)C bis(isopropylamino)di-n-propylsilane